tridecane-1,4,7,10-tetramine tetraacetate C(C)(=O)O.C(C)(=O)O.C(C)(=O)O.C(C)(=O)O.C(CCC(CCC(CCC(CCC)N)N)N)N